ClC1=C2C(=NNC2=CC(=C1)N)C=O 4-CHLORO-6-AMINO-3(1H)INDAZOLECARBOXALDEHYDE